Cl.N[C@@H](CS)C(=O)O cysteine HCl